3-(1-ethylpyrazol-3-yl)-6-(7-methylimidazo[1,2-b]pyridazin-6-yl)-7,8-dihydro-5H-1,6-naphthyridine C(C)N1N=C(C=C1)C=1C=NC=2CCN(CC2C1)C=1C(=CC=2N(N1)C=CN2)C